1-(4-methoxybenzyl)-3-(trifluoromethyl)-1H-1,2,4-triazole COC1=CC=C(CN2N=C(N=C2)C(F)(F)F)C=C1